methyl 3-α-hydroxyisopropylbenzoate OC(C)(C)C=1C=C(C(=O)OC)C=CC1